C(CCCCCCC)N(C)C octyl-dimethylamine